4-CHLORO-5-HYDROXYINDOLE-3-CARBOXALDEHYDE ClC1=C2C(=CNC2=CC=C1O)C=O